N-(2-Chloro-3,5-dimethoxyphenyl)-3-(1-methylpyrazol-4-yl)-N-(3-pyrrolidin-1-ylpropyl)quinoxalin-6-amine ClC1=C(C=C(C=C1OC)OC)N(C=1C=C2N=C(C=NC2=CC1)C=1C=NN(C1)C)CCCN1CCCC1